(2R,5'S)-N-cyclopropyl-5'-methyl-3H-spiro[furo[2,3-c]pyridine-2,3'-pyrrolidine]-5-amine C1(CC1)NC=1C=C2C(=CN1)O[C@]1(CN[C@H](C1)C)C2